1-[5-(5-chloro-2-methoxypyridin-4-yl)-1H-pyrazole-3-carbonyl]-N-{[2-(trifluoromethyl)phenyl]methyl}piperidine-4-carboxamide ClC=1C(=CC(=NC1)OC)C1=CC(=NN1)C(=O)N1CCC(CC1)C(=O)NCC1=C(C=CC=C1)C(F)(F)F